OC1=C(C(OC(=C1)C)=O)C(CCCCCCCCCCCCCCC)=O 4-Hydroxy-6-methyl-3-palmitoyl-2H-pyran-2-one